ClC=1C(=C2C=NNC2=C(C1F)CN1C(=CC=C1)C)C=1N=CC=2N(C1)C=C(N2)NC(=O)C2C(C2)F N-(6-(5-chloro-6-fluoro-7-((2-methyl-1H-pyrrol-1-yl)methyl)-1H-indazol-4-yl)imidazo[1,2-a]pyrazin-2-yl)-2-fluorocyclopropane-1-carboxamide